piperonyl-acetic acid-d2 C(C1=CC=2OCOC2C=C1)C(C(=O)O)([2H])[2H]